N-(3-(((7-(1H-pyrazol-4-yl)-2,3-dihydrofuro[3,2-c]pyridin-4-yl)amino)methyl)phenyl)-1-(2-morpholinoethyl)-1H-indazole-5-carboxamide N1N=CC(=C1)C=1C2=C(C(=NC1)NCC=1C=C(C=CC1)NC(=O)C=1C=C3C=NN(C3=CC1)CCN1CCOCC1)CCO2